N-(2-Chloropyridin-4-yl)-3-(4-methoxyphenyl)isoxazol-5-amine ClC1=NC=CC(=C1)NC1=CC(=NO1)C1=CC=C(C=C1)OC